FC1(CC2(C1)C[C@H](N(CC2)CC2=C1C=CNC1=C(C=C2OC)C)C2=CC=C(C(=O)N1[C@@H](CCC1)C(=O)O)C=C2)F (4-((S)-2,2-difluoro-7-((5-methoxy-7-methyl-1H-indol-4-yl)methyl)-7-azaspiro[3.5]nonan-6-yl)benzoyl)-L-proline